(2E,2'E)-2,2'-(1-(5-((2,2,6,6-tetramethylpiperidin-1-yl)methyl)furan-2-yl)propane-1,2-diylidene)bis(N-ethylhydrazine-1-carbothioamide) CC1(N(C(CCC1)(C)C)CC1=CC=C(O1)\C(\C(\C)=N\NC(NCC)=S)=N\NC(NCC)=S)C